O=C1NC(CCC1N1CC2=CC=C(C=C2C1=O)CNC(OCC1=CC(=CC=C1)SC)=O)=O [3-(methylsulfanyl)phenyl]methyl N-{[2-(2,6-dioxopiperidin-3-yl)-3-oxo-2,3-dihydro-1H-isoindol-5-yl]methyl}carbamate